C(=S)[S-].CN(CCN)C.[Na+] sodium N,N-dimethyl ethylenediamine dithio-carboxylate